ClC(C)CCl 2,3-dichloropropane